ClC1=CC(=C(C=C1C(C)(C)C#N)NC(=O)N[C@@H](C)C=1N(N=CN1)C1=NC=CC=N1)F 1-[4-chloro-5-(1-cyano-1-methyl-ethyl)-2-fluoro-phenyl]-3-[(1S)-1-(2-pyrimidin-2-yl-1,2,4-triazol-3-yl)ethyl]urea